butane-1,4-disulfonic acid C(CCCS(=O)(=O)O)S(=O)(=O)O